FC=1C=C(C#N)C=C(C1N1N=C2C(=CC1=O)NN=C2C2=CC=C1CCN(CC1=C2)C(CO)=O)C 3-Fluoro-4-(3-(2-(2-hydroxylacetyl)-1,2,3,4-tetrahydroisochinolin-7-yl)-6-oxo-1H-pyrazolo[4,3-c]pyridazin-5(6H)-yl)-5-methylbenzonitril